Cl.Cl.ClC1=CC2=C(N(C(C(N2C)=O)=O)C2C[C@H](NC[C@@H]2C)C)N=C1 7-chloro-4-((2r,5s)-2,5-dimethylpiperidin-4-yl)-1-methyl-1,4-dihydropyrido[2,3-b]pyrazine-2,3-dione dihydrochloride